5-chloro-4-(6,6-difluoro-1,4-diazepan-1-yl)-2-[5-(trifluoromethyl)-1H-pyrazol-4-yl]-1H-pyrimidin-6-one ClC1=C(N=C(NC1=O)C=1C=NNC1C(F)(F)F)N1CCNCC(C1)(F)F